ClC1=CC(N(C2=CC(=CC=C12)NC1=NC=CC(=N1)C1=C(C=CC=C1)OC)C)=O 4-chloro-7-{[4-(2-methoxyphenyl)pyrimidin-2-yl]Amino}-1-methylquinolin-2(1H)-one